caproic acid, ethyl ester C(CCCCC)(=O)OCC